C(CCCCCCCC#CC=C)=O 11-dodecene-9-ynal